11-methyl-1,10-diazatricyclo[10.5.2.0^{15,18}]nonadeca-12(19),13,15(18),16-tetraen-9-one CC1NC(CCCCCCCN2C=CC=3C=CC1=CC23)=O